4-(trifluoromethoxy)benzyl alcohol FC(OC1=CC=C(CO)C=C1)(F)F